C1=C2C(=CC=3C(C4=CC=CC=C4C(C13)=O)=O)C(=O)OC2=O anthraquinone-2,3-dicarboxylic anhydride